1-(tert-butyl) 3-ethyl 4-(((trifluoromethyl)sulfonyl)oxy)-2,5-dihydro-1H-pyrrole-1,3-dicarboxylate FC(S(=O)(=O)OC1=C(CN(C1)C(=O)OC(C)(C)C)C(=O)OCC)(F)F